3-((6'-phenyl-[2,4'-bipyridyl]-2'-yl)oxy)aniline C1(=CC=CC=C1)C1=CC(=CC(=N1)OC=1C=C(N)C=CC1)C1=NC=CC=C1